C1=C=CC=C1 cyclopentene-2,4-diene